C(C)(C)(C)OC(=O)N[C@@H]1C[C@](CCC1)(C(=O)O)C (1S,3S)-3-{[(tert-butoxy)carbonyl]amino}-1-methylcyclohexane-1-carboxylic acid